C(C)OC(C(C)C1=NC(=NC(=C1C1OCCO1)N[C@H](C)C1=C(C(=CC=C1)C(F)F)F)OC)=O 2-(6-(((R)-1-(3-(difluoromethyl)-2-fluorophenyl)ethyl)amino)-5-(1,3-dioxolan-2-yl)-2-methoxypyrimidin-4-yl)propanoic acid ethyl ester